O=C(CCCCCCCCC(=O)O)\C=C\CCCCCC 10-oxo-trans-11-octadecenoic acid